(S)-1-Isopropyl-3-methyl-3-phenyl-2-pyrrolidone C(C)(C)N1C([C@@](CC1)(C1=CC=CC=C1)C)=O